Tert-Butyl 4-[5-Bromo-6-(Difluoromethyl)-2-Pyridyl]Piperazine-1-Carboxylate BrC=1C=CC(=NC1C(F)F)N1CCN(CC1)C(=O)OC(C)(C)C